((5-cyanothiophen-2-yl)methyl)zinc (II) C(#N)C1=CC=C(S1)C[Zn+]